5-fluoro-2-[3-(4-isoquinolyl)-6-methoxy-2,4-dioxo-1H-quinazolin-7-yl]-4-methoxy-benzonitrile FC=1C(=CC(=C(C#N)C1)C1=C(C=C2C(N(C(NC2=C1)=O)C1=CN=CC2=CC=CC=C12)=O)OC)OC